((4-(4-fluorophenyl)-6-isopropyl-2-(N-methylsulfonylamino)pyrimidin-5-yl)methyl)triphenylphosphine FC1=CC=C(C=C1)C1=NC(=NC(=C1CC1=C(C=CC=C1)P(C1=CC=CC=C1)C1=CC=CC=C1)C(C)C)NS(=O)(=O)C